tert-butyl 7-(1-((2-methylimidazo[1,2-a]pyridin-6-yl)carbamoyl)-2,3-dihydro-1H-pyrrolo[2,3-b]pyridin-4-yl)-4,7-diazaspiro[2.5]octane-4-carboxylate CC=1N=C2N(C=C(C=C2)NC(=O)N2CCC=3C2=NC=CC3N3CCN(C2(CC2)C3)C(=O)OC(C)(C)C)C1